boric acid lithium salt [Li+].B([O-])([O-])[O-].[Li+].[Li+]